BrC=1C=2N(C(=C(C1)OCC(C)(C)O)F)N=CC2C#N 4-bromo-7-fluoro-6-(2-hydroxy-2-methylpropoxy)pyrazolo[1,5-a]pyridine-3-carbonitrile